6-chloro-7-fluoro-2H-chromene-3-carbonitrile ClC=1C=C2C=C(COC2=CC1F)C#N